C1(CC1)C1=C(C(=NO1)C1=C(C=CC=C1Cl)Cl)C1=CC2(C1)CCN(CC2)C2=NC1=CC=C(C=C1N=C2)C#N (2-(5-cyclopropyl-3-(2,6-dichlorophenyl)isoxazol-4-yl)-7-azaspiro[3.5]non-1-en-7-yl)quinoxaline-6-carbonitrile